O=C(CC)CCCCCC 3-oxononane